P(=O)([O-])([O-])[O-].[NH4+].[Mg+2] Magnesium Ammonium Phosphat